L-prolyl-L-valine N1[C@@H](CCC1)C(=O)N[C@@H](C(C)C)C(=O)O